C1(=CC(=CC=C1)[C@@H]1N(OCC1)C1=CC(=NC=N1)NC=1C(=CC(=C(C1)NC(C=C)=O)N1CCOCC1)OC)C1=CC=CC=C1 (R)-N-(5-((6-(3-([1,1'-biphenyl]-3-yl)isoxazolidin-2-yl)pyrimidin-4-yl)-amino)-4-methoxy-2-morpholinophenyl)acrylamide